C1(CCC1)CN(C(=O)C=1C=C2N=C(C=NC2=CC1)C=1C=C2C=CN(C(C2=CC1)=O)C)C(C)C N-(cyclobutylmethyl)-3-(2-methyl-1-oxo-1,2-dihydro-6-isoquinolinyl)-N-(2-propanyl)-6-quinoxalinecarboxamide